COC(C(CC)(C1=CC=CC=C1)N1N=CC=2C=3N(C(=NC21)N)N=C(N3)C=3OC=CC3)=O 2-(5-amino-2-(furan-2-yl)-7H-pyrazolo[4,3-e][1,2,4]triazolo[1,5-c]pyrimidin-7-yl)-2-phenylbutyric acid methyl ester